COCCNCC(=O)OCCNCC(=O)OCCOCCOCCOCCNC(C(COCCCCCCCC\C=C/CCCCCCCC)OCCCCCCCC\C=C/CCCCCCCC)=O 2-[[2-[2-[2-[2-[2-[2,3-bis[(Z)-octadec-9-enoxy]propanoylamino]ethoxy]ethoxy]ethoxy]ethoxy]-2-oxoethyl]amino]ethyl 2-(2-methoxyethylamino)acetate